CO[Si](N)(OC)OC trimethoxy-aminosilane